NC=1C2=C(N=CN1)N(C=C2C2=CC=C(C=C2)OC2=CC=CC=C2)C2CN(CC2)C(\C=C\CN(C)C)=O (E)-1-[3-[4-amino-5-(4-phenoxyphenyl)pyrrolo[2,3-d]pyrimidin-7-yl]pyrrolidin-1-yl]-4-(dimethylamino)but-2-en-1-one